1-(5-Bromo-3-nitropyridin-2-yl)-4-methyl-1,4-diazepane BrC=1C=C(C(=NC1)N1CCN(CCC1)C)[N+](=O)[O-]